2-(methoxymethoxy)-5,6-dimethylbenzoate COCOC1=C(C(=O)[O-])C(=C(C=C1)C)C